Cl.NC/C(/CS(=O)(=O)C1=CC=C(C(=O)O)C=C1)=C\F (E)-4-((2-(aminomethyl)-3-fluoroallyl)sulfonyl)benzoic acid hydrochloride